1,3,3,5,5-pentamethyl-pyrrolidine CN1CC(CC1(C)C)(C)C